O=C1NC(CCC1C1=NN(C2=CC(=CC=C12)OCC(=O)NC1=CC=C(C=C1)OC1=CC=C(C=C1)C)C)=O 2-((3-(2,6-dioxopiperidin-3-yl)-1-methyl-1H-indazol-6-yl)oxy)-N-(4-(p-tolyloxy)-phenyl)acetamide